CC=1OC(=CC1C(=O)O)C=1SC=CC1 2-methyl-5-(2-thienyl)-3-furancarboxylic acid